4-bromo-2-(bromoethyl)benzonitrile BrC1=CC(=C(C#N)C=C1)CCBr